CN(C)C(C)O dimethylamino-ethanol